3-((4-methoxybenzyl)amino)pyridazin COC1=CC=C(CNC=2N=NC=CC2)C=C1